ClC=1C=C(C=C(C1)NS(=O)(=O)C)NC(=O)C=1C=NN(C1)C1=NC=C(C=C1OCC1=CC(=CC(=C1)F)F)OC1COC1 N-(3-chloro-5-(methylsulfonamido)phenyl)-1-(3-((3,5-difluorobenzyl)oxy)-5-(oxetan-3-yloxy)pyridin-2-yl)-1H-pyrazole-4-carboxamide